9-(1-(4-chloro-2-fluorophenyl)ethyl)-3,4-dihydrobenzo[4,5]imidazo[1,2-a]pyrazin ClC1=CC(=C(C=C1)C(C)C1=CC=CC2=C1N=C1N2CCN=C1)F